2,2,2-Trifluoroethyl (S)-2-amino-3-(2-(trifluoromethyl)phenyl)propanoate hydrochloride Cl.N[C@H](C(=O)OCC(F)(F)F)CC1=C(C=CC=C1)C(F)(F)F